FC=1C=C2CCC=C(C2=C(C1)F)C1=C2C[C@H]([C@H](C2=C(C=C1)S(=O)(=O)C(F)(F)F)O)F (1s,2r)-4-(6,8-difluoro-3,4-dihydronaphthalen-1-yl)-2-fluoro-7-(trifluoromethylsulfonyl)-1-indanol